C(C=CC=CC=CC=CC=CC=CCCCCCCCCCCCCCCC)(=O)O octacosahexenoic acid